C(C)OC(=O)C=1N(C=C(C1F)S(N[C@@]1(CN(CC1)C(=O)OC(C)(C)C)CO)(=O)=O)C (S)-4-(N-(1-(tert-butoxycarbonyl)-3-(hydroxymethyl)pyrrolidin-3-yl)sulfamoyl)-3-fluoro-1-methyl-1H-pyrrole-2-carboxylic acid ethyl ester